C1(CC1)C1=NC=NC(=C1C=1N=CC2=C(N1)C(=CN2)C(O)C2=CC=C(C=C2)C=2N(C=C(N2)C(F)(F)F)C)OCF [2-[4-cyclopropyl-6-(fluoromethoxy)pyrimidin-5-yl]-5H-pyrrolo[3,2-d]pyrimidin-7-yl]-[4-[1-methyl-4-(trifluoromethyl)imidazol-2-yl]phenyl]methanol